I(=O)(=O)O[CaH] Calcio iodate